FC=1C=CC2=C(NC(=NS2(=O)=O)NCC2=CC=C(C=C2)S(=O)(=O)C)C1C(C)C1=C(C=CC=C1)F 6-fluoro-5-(1-(2-fluorophenyl)ethyl)-3-((4-(methylsulfonyl)benzyl)amino)-4H-benzo[e][1,2,4]thiadiazine 1,1-dioxide